[14C]-formaldehyde [14CH2]=O